(S)-1-((4-phenylbutyryl)glycyl)pyrrolidine-2-carboxamide C1(=CC=CC=C1)CCCC(=O)NCC(=O)N1[C@@H](CCC1)C(=O)N